6-(3-(trifluoromethyl)phenyl)-1,3-dihydro-2H-imidazo[4,5-b]pyridin-2-one FC(C=1C=C(C=CC1)C=1C=C2C(=NC1)NC(N2)=O)(F)F